4-(dimethylphosphino)-6-phenylpyridin-3-amine CP(C1=C(C=NC(=C1)C1=CC=CC=C1)N)C